N-(3-(6-azaspiro[2.5]oct-6-yl)-4-(5-(7-(3-(trifluoromethyl)pyrrolidin-1-yl)pyrazolo[1,5-a]pyridin-5-yl)-1,3,4-oxadiazol-2-yl)phenyl)-2-hydroxyethane-1-sulfonamide C1CC12CCN(CC2)C=2C=C(C=CC2C=2OC(=NN2)C2=CC=1N(C(=C2)N2CC(CC2)C(F)(F)F)N=CC1)NS(=O)(=O)CCO